4-[[1-(hydroxymethyl)-2-(5-methoxy-1,3-benzoxazol-2-yl)-2-azabicyclo[2.1.1]hexan-4-yl]methoxy]-1,6-dimethylpyridin-2-one OCC12N(CC(C1)(C2)COC2=CC(N(C(=C2)C)C)=O)C=2OC1=C(N2)C=C(C=C1)OC